CN(CCC1=CC=C(C=C1)[C@@H]1N(C[C@H](CC1)C)C(=O)OC(C)(C)C)C |r| tert-butyl rac-(2R,5S)-2-[4-[2-(dimethylamino)ethyl]phenyl]-5-methyl-piperidine-1-carboxylate